N-[(4-fluoro-5-methoxypyridin-3-yl)methyl]-3-(methoxymethyl)-1-({4-[(2-oxopyridin-1-yl)methyl]phenyl}methyl)pyrazole-4-carboxamide FC1=C(C=NC=C1OC)CNC(=O)C=1C(=NN(C1)CC1=CC=C(C=C1)CN1C(C=CC=C1)=O)COC